(1R)-4-((S)-4-acryloyl-2-methylpiperazin-1-yl)-6-fluoro-7-(2-fluoro-6-hydroxyphenyl)-1-(2-isopropyl-4-methylpyridin-3-yl)pyrido[2,3-d]pyrimidin-2(1H)-one C(C=C)(=O)N1C[C@@H](N(CC1)C=1C2=C(N(C(N1)=O)C=1C(=NC=CC1C)C(C)C)N=C(C(=C2)F)C2=C(C=CC=C2O)F)C